(E)-N-(4-(N-(3-methoxypyrazin-2-yl)sulfamoyl)phenyl)-3-(5-nitrothiophen-2-yl)acrylamide COC=1C(=NC=CN1)NS(=O)(=O)C1=CC=C(C=C1)NC(\C=C\C=1SC(=CC1)[N+](=O)[O-])=O